C(C)(C)(C)OC(NC1C2CNCC1CC2)=O 3-azabicyclo[3.2.1]Octane-8-ylcarbamic acid tert-butyl ester